2-(4-(pyridin-2-yl)piperazine-1-carboxamido)-N3-benzyl-4-methylthiophene-3,5-dicarboxamide N1=C(C=CC=C1)N1CCN(CC1)C(=O)NC=1SC(=C(C1C(=O)NCC1=CC=CC=C1)C)C(=O)N